C1(CC1)C1=NNC(=N1)C1CC2(CN(C2)C(=O)N2CC(C2)C23CC(C2)(C3)C3=CC=C(C=C3)F)C1 [6-(3-cyclopropyl-1H-1,2,4-triazol-5-yl)-2-azaspiro[3.3]heptan-2-yl]-[3-[3-(4-fluorophenyl)-1-bicyclo[1.1.1]pentanyl]azetidin-1-yl]methanone